2-[6-(2-(chloropyridin-3-yloxy)pyrimidin-4-yloxy)phenyl]-3-methoxyacrylate ClC1=NC=CC=C1OC1=NC=CC(=N1)OC1=CC=CC=C1C(C(=O)[O-])=COC